CC=1C=NC2=CC(=CC=C2C1)/C=C/C(=O)OCCC(CCCC(C)C)C 3,7-Dimethyloctyl (E)-3-(3-methylquinolin-7-yl)acrylate